NC1=NOC2=C1C(=CC=C2)C2=C(C(=C(C=C2)NC(=O)NC2=CC(=CC=C2)OC(F)(F)F)Cl)Cl 1-(4-(3-Aminobenzo[d]isoxazol-4-yl)-2,3-dichlorophenyl)-3-(3-(trifluoromethoxy)phenyl)urea